N1N=CC(=C1)CCNC1=NC(=NC(=C1C)C)C(=O)N1[C@H](COCC1)C1=CC=CC=C1 (S)-(4-((2-(1H-pyrazol-4-yl)ethyl)amino)-5,6-dimethylpyrimidin-2-yl)(3-phenylmorpholino)methanone